CC(CCNC(=O)C=1SC=CC1NC(C1=NC(=C(C=C1)O)C(F)(F)F)=O)(C)C N-(2-((3,3-dimethylbutyl)carbamoyl)thiophen-3-yl)-5-hydroxy-6-(trifluoromethyl)picolinamide